C(C)(C)(C)OC(=O)N[C@H]1CN(CCC1)CC1=CC(=NC=C1)C(=O)NC1=CC=C(C=C1)C=1N(C2=NC=NC(=C2C1)Cl)COCC[Si](C)(C)C 2-[p-(4-{[(R)-3-(tert-butoxycarbonylamino)-1-piperidyl]methyl}-2-pyridylcarbonylamino)phenyl]-4-chloro-1-{[2-(trimethylsilyl)ethoxy]methyl}-1H-1,5,7-triazaindene